FC=1C(=C(NC2=C(NC3=C2C(NCC3)=O)C3=C(C=NC=C3)OCCC3OCC3)C=CC1)OC 3-(3-fluoro-2-methoxyanilino)-2-{3-[2-(oxetan-2-yl)ethoxy]pyridin-4-yl}-1,5,6,7-tetrahydro-4H-pyrrolo[3,2-c]pyridin-4-one